2-(2-(6-(furan-3-yl)-5-nitro-2H-indazol-2-yl)ethoxy)acetamide O1C=C(C=C1)C=1C(=CC2=CN(N=C2C1)CCOCC(=O)N)[N+](=O)[O-]